C(CC)[C@@H]1CC[C@H](CC1)[C@@H]1CC[C@H](CC1)C1=CC(=C(C(=C1)F)F)F trans-4-(trans-4'-n-propylcyclohexyl)-cyclohexyl-3,4,5-trifluorobenzene